CN1C=C(C=C(C1=O)NC1=NC=NC=C1)C1=CC=NC(=C1C=O)N1C(C2=CC=3CC(CC3N2CC1)(C)C)=O 4-(1-Methyl-5-(pyrimidin-4-ylamino)-6-oxo-1,6-dihydropyridin-3-yl)-2-{4,4-dimethyl-9-oxo-1,10-diazatricyclo[6.4.0.02,6]dodeca-2(6),7-dien-10-yl}nicotinaldehyde